(E)-2-benzyl-2-(3-iodo-2-(p-tolyl)allyl)malononitrile C(C1=CC=CC=C1)C(C#N)(C#N)C/C(=C\I)/C1=CC=C(C=C1)C